3-{4-[(1E)-2-ethoxyethenyl]phenyl}propanoic acid C(C)O/C=C/C1=CC=C(C=C1)CCC(=O)O